C(C1=CC=CC=C1)OC1=NC(=CC=C1N1C(N(C2=C1C=CC(=C2)N2CC(C2)O)C)=O)OCC2=CC=CC=C2 1-(2,6-dibenzyloxy-3-pyridyl)-5-(3-hydroxyazetidin-1-yl)-3-methyl-benzimidazol-2-one